C(CCCCC)[P+](CC)(CCCCCC)CCCCCC trihexyl-(ethyl)phosphonium